C(CCCCCCCCCCCCCCC)N(O)CCCCCCCCCCCCCCCCCC N-hexadecyl-N-octadecylhydroxylamine